Acryloctyltrimethylsilane C(=O)(C=C)CCCCCCCC[Si](C)(C)C